C(C)(C)(C)O[C@H]1[C@@H](C[C@H]2N(CCC3=CC(=C(C=C23)OC)OCCC)C1)O (2R,3R,11bR)-3-(tert-butoxy)-10-methoxy-9-propoxy-1,3,4,6,7,11b-hexahydro-2H-pyrido[2,1-a]isoquinolin-2-ol